C1C[C@H](N(C1)C(=O)[C@H](CC2=CN=CN2)N)C(=O)O The molecule is a dipeptide formed from L-histidine and L-proline residues. It has a role as a metabolite. It is a tautomer of a His-Pro zwitterion.